D-cysteine methyl ester hydrochloride Cl.COC([C@H](N)CS)=O